2-((R)-6-amino-5,6-dihydrospiro[cyclopenta[b]pyridin-7,4'-piperidin]-1'-yl)-5-(2,3-dichlorophenyl)-6-methylpyrimidine-4-carboxamide N[C@@H]1CC=2C(=NC=CC2)C12CCN(CC2)C2=NC(=C(C(=N2)C(=O)N)C2=C(C(=CC=C2)Cl)Cl)C